azidobenzonitrile N(=[N+]=[N-])C1=C(C#N)C=CC=C1